CC(C#C)=O butynone